C1NCCC2=CC=C(C=C12)NC1=NC=C(C(=N1)N1OCCC1C=1C=C(C#N)C=CC1)C(F)(F)F 3-(2-(2-((1,2,3,4-tetrahydroisoquinolin-7-yl)amino)-5-(trifluoromethyl)pyrimidin-4-yl)isooxazolidin-3-yl)benzonitrile